ethylidenebis(2,4-di-tert-butyl-6-methylphenyl) phosphite P1(OC2=C(C(=C(C=C2C)C(C)(C)C)C(C)C=2C(=C(C(=CC2C(C)(C)C)C)O1)C(C)(C)C)C(C)(C)C)[O-]